FC=1C(=C(C=CC1F)[C@H]1C(O[C@](C1)(C(F)(F)F)C)C(=O)NC1=C[C@@H]([N+](C=C1)=O)C(=O)N)OC (2R,3S,5R)-4-[[3-(3,4-difluoro-2-methoxy-phenyl)-5-methyl-5-(trifluoromethyl)tetrahydrofuran-2-carbonyl]amino]-1-oxo-pyridin-1-ium-2-carboxamide